BrC=1SC(=C(C1C1=CC=CC=C1)C1=CC=CC=C1)Br 2,5-dibromo-3,4-diphenyl-thiophene